CC1=C(OC2=C1C(=CC=C2)OS(=O)(=O)C(F)(F)F)C(=O)OCC Ethyl 3-methyl-4-(((trifluoromethyl)sulfonyl)oxy)benzofuran-2-carboxylate